((2R,5S)-5-((N-methylsulfamoyl)amino)tetrahydro-2H-pyran-2-yl)methyl 4-methylbenzenesulfonate CC1=CC=C(C=C1)S(=O)(=O)OC[C@@H]1OC[C@H](CC1)NS(NC)(=O)=O